COC(=O)C1=CC=C(C=C1)[C@@H]1CN(CCN1)C(=O)OC(C)(C)C (R)-tert-butyl 3-(4-(methoxycarbonyl)phenyl)piperazine-1-carboxylate